2-[6-amino-5-[8-[3-(4-piperidylmethyl)phenyl]-3,8-diazabicyclo[3.2.1]octan-3-yl]pyridazin-3-yl]phenol NC1=C(C=C(N=N1)C1=C(C=CC=C1)O)N1CC2CCC(C1)N2C2=CC(=CC=C2)CC2CCNCC2